CC1=NN=C(O1)C1=CC=CC=N1 6-(5-methyl-1,3,4-oxadiazol-2-yl)pyridin